2-Chloro-4-(4-chlorophenyl)-3-(2-methoxyvinyl)pyridine ClC1=NC=CC(=C1C=COC)C1=CC=C(C=C1)Cl